N-Ethyl-4-(1-methyl-4-(4-methyl-4H-1,2,4-triazol-3-yl)-1H-pyrazol-5-yl)-6-(7-(trifluoromethyl)-1H-benzo[d]imidazol-2-yl)pyridin-2-amine C(C)NC1=NC(=CC(=C1)C1=C(C=NN1C)C1=NN=CN1C)C1=NC2=C(N1)C(=CC=C2)C(F)(F)F